FC=1C=C(C=CC1)CNC(O[C@H]1[C@H](NC[C@@H]1O)CC1=CC=C(C=C1)C1=CC2=C(N=CS2)C=C1)=O (2R,3S,4S)-2-{[4-(1,3-benzothiazol-6-yl)phenyl]methyl}-4-hydroxypyrrolidin-3-yl N-[(3-fluorophenyl)methyl]carbamate